FC1=C(CNC(=O)N2CCC3(N(C4=CC=C(C=C4C(C3)O)F)C)CC2)C=C(C(=C1)F)NCCO N-(2,4-difluoro-5-((2-hydroxyethyl)amino)benzyl)-6'-fluoro-4'-hydroxy-1'-methyl-3',4'-dihydro-1'h-spiro[piperidine-4,2'-quinoline]-1-carboxamide